methyl (2S)-3-(3-(6-hydroxy-5,5-dimethyl-1-((tetrahydro-2H-pyran-2-yl)oxy)hexyl)phenyl)-2-methylpropanoate OCC(CCCC(OC1OCCCC1)C=1C=C(C=CC1)C[C@@H](C(=O)OC)C)(C)C